CC=1C=C(C=CC1OC1=CC=CC=C1)NC(N)=O 3-(3-methyl-4-phenoxy-phenyl)urea